(2-chloro-5-iodopyridin-4-yl)-4-((dimethylamino)methyl)piperidin-4-ol ClC1=NC=C(C(=C1)N1CCC(CC1)(O)CN(C)C)I